perfluorobutaneOne FC(C(C(C(F)(F)F)(F)F)=O)(F)F